NC([C@H](C[C@H]1C(NCC1)=O)NC(=O)[C@@H]1[C@H]2C([C@H]2CN1C(=O)OC(C)(C)C)(C)C)=O tert-butyl (1R,2S,5S)-2-({(2S)-1-amino-1-oxo-3-[(3S)-2-oxopyrrolidin-3-yl] propan-2-yl} carbamoyl)-6,6-dimethyl-3-azabicyclo[3.1.0]hexane-3-carboxylate